((6-(azetidin-3-yloxy)-7-methoxyquinazolin-4-yl)amino)-4'-methoxy-[1,1'-biphenyl] N1CC(C1)OC=1C=C2C(=NC=NC2=CC1OC)NC1=C(C=CC=C1)C1=CC=C(C=C1)OC